N-acetyl-L-cysteine sodium salt [Na+].C(C)(=O)N[C@@H](CS)C(=O)[O-]